COC[C@H](C)NC(=O)C=1C=NC2=C(C=CC=C2C1)OC1=CC=C(C=C1)C(F)(F)F N-[(1S)-2-methoxy-1-methyl-ethyl]-8-[4-(trifluoromethyl)phenoxy]quinoline-3-carboxamide